OC1=C(C(=CC(=C1)C)C)C1=CC=C(N=N1)N1C[C@@H](OCC1)C(CC)=O 1-[(2R)-4-[6-(2-hydroxy-4,6-dimethylphenyl)pyridazin-3-yl]morpholin-2-yl]propan-1-one